4-(4-fluoro-3-(piperazine-1-carbonyl)benzyl)phthalazin-1(2H)-one hydrochloride Cl.FC1=C(C=C(CC2=NNC(C3=CC=CC=C23)=O)C=C1)C(=O)N1CCNCC1